[Sb].[Ag].[Cu] copper-silver-antimony